1-(5-{8-chloro-[1,2,4]triazolo[4,3-a]1,6-naphthyridin-4-yl}-4-methylpyridin-2-yl)propan-1-one ClC1=NC=C2C=C(C=3N(C2=C1)C=NN3)C=3C(=CC(=NC3)C(CC)=O)C